1-(2-(2-((3R,4R)-3-Amino-4-fluoropiperidin-1-yl)-5,6-difluoro-1H-benzo[d]imidazol-1-yl)acetyl)piperidin-2-carboxamid N[C@@H]1CN(CC[C@H]1F)C1=NC2=C(N1CC(=O)N1C(CCCC1)C(=O)N)C=C(C(=C2)F)F